C(C)(=O)N1C[C@@H](N(C[C@H]1C)C(C(=O)NC=1C=NC(=C(C1)C)N)=O)C=1C=CC2=C(N=CS2)C1 2-[(2S,5R)-4-acetyl-2-(1,3-benzothiazol-5-yl)-5-methyl-piperazin-1-yl]-N-(6-amino-5-methyl-3-pyridyl)-2-oxo-acetamide